N1(C=NC=C1)C1=NC=CC(=C1)CN (2-(1H-imidazol-1-yl)pyridin-4-yl)methanamine